5-Fluoro-4-(2-methoxy-4-methylphenyl)phthalazin-1(2H)-one FC1=C2C(=NNC(C2=CC=C1)=O)C1=C(C=C(C=C1)C)OC